3,5-dichloro-4-(3-(3-chlorobenzyl)-6-(3,5-dimethylisoxazol-4-yl)-1H-pyrrolo[3,2-b]pyridin-1-yl)benzoic acid ClC=1C=C(C(=O)O)C=C(C1N1C=C(C2=NC=C(C=C21)C=2C(=NOC2C)C)CC2=CC(=CC=C2)Cl)Cl